FC1=C(C(=C(C=C1)OS(=O)(=O)C)CBr)CBr 1-fluoro-2,3-bis(bromomethyl)-4-methylsulfonyloxybenzene